FC(C=1N=C(SC1C(=O)Cl)C)F 4-(difluoromethyl)-2-methylthiazole-5-carbonyl chloride